2-{4-[2-chloro-4-(2-methoxyethoxy)phenyl]piperazin-1-yl}-N-methylethanamine ClC1=C(C=CC(=C1)OCCOC)N1CCN(CC1)CCNC